C(CCCCCCCCCCC)N dodecanamine